C(C)OC(CC(=O)OCC)=O malonic acid 1,3-diethyl ester